C(#N)C1=CC(=C(C=N1)C(=O)O)N1CCOCC1 6-cyano-4-(morpholin-4-yl)pyridine-3-carboxylic acid